6-(3-(5-(4-(2-ethylbutyl)piperazin-1-yl)pyridin-2-yl)-4-isopropyl-1H-pyrazol-5-yl)-8-methoxy-[1,2,4]triazolo[1,5-a]pyridine C(C)C(CN1CCN(CC1)C=1C=CC(=NC1)C1=NNC(=C1C(C)C)C=1C=C(C=2N(C1)N=CN2)OC)CC